4,4'-dihydroxy-beta-carotene OC1CCC(C)(C)C(=C1C)\C=C\C(\C)=C\C=C\C(\C)=C\C=C\C=C(/C)\C=C\C=C(/C)\C=C\C1=C(C)C(CCC1(C)C)O